(2S)-methyl-1-(4-methyl-5-(1-(butan-2-yl)pyrazol-4-yl)-1,3-thiazol-2-ylcarbamoyl)proline C[C@@]1(N(CCC1)C(NC=1SC(=C(N1)C)C=1C=NN(C1)C(C)CC)=O)C(=O)O